C1=CC=C(C(=C1)C=O)F Fluorobenzaldehyde